ClC1=C(C=CC(=C1)Cl)N1N=C(CC1(C(=O)OCC)C)C(=O)OCC diethyl 1-(2,4-dichloro-phenyl)-4,5-dihydro-5-methyl-1H-pyrazole-3,5-dicarboxylate